Methyl-(2S)-2-[4-bromo-2-(4-butoxy-4,5-dihydroisoxazol-3-yl)phenoxy]propanoat COC([C@H](C)OC1=C(C=C(C=C1)Br)C1=NOCC1OCCCC)=O